tert-butyl 2-bromo-1-carbonyl-8-azaspiro[4.5]dec-2-ene-8-carboxylate BrC=1C(C2(CC1)CCN(CC2)C(=O)OC(C)(C)C)=C=O